(4-amino-5-(4-fluorophenyl)-7-methyl-7H-pyrrolo[2,3-d]pyrimidin-6-yl)-3-azaspiro[5.5]undec-8-ene-3-carboxylic acid tert-butyl ester C(C)(C)(C)OC(=O)N1CC(C2(CC1)CC=CCC2)C2=C(C1=C(N=CN=C1N)N2C)C2=CC=C(C=C2)F